COC=1C=C(C=C(C1)OC)N[C@H]1CN(CC1)C(C(F)(F)F)C (3R)-N-(3,5-dimethoxyphenyl)-1-(2,2,2-trifluoro-1-methyl-ethyl)pyrrolidin-3-amine